N-[[6-(3-Chlorophenoxy)-2-pyridyl]sulfonyl]-2-(2,2,4-trimethylpyrrolidin-1-yl)pyridin-3-carboxamid ClC=1C=C(OC2=CC=CC(=N2)S(=O)(=O)NC(=O)C=2C(=NC=CC2)N2C(CC(C2)C)(C)C)C=CC1